N[C@H](C(=O)O[C@@H]1[C@H](O[C@@]([C@@H]1O)(C#N)C1=CC=C2C(=NC=NN21)NC(=O)OCCCC)COC(CC2CCCC2)=O)C(C)(C)C (2R,3S,4R,5R)-5-(4-((butoxycarbonyl)amino)pyrrolo[2,1-f][1,2,4]triazin-7-yl)-5-cyano-2-((2-cyclopentylacetoxy)methyl)-4-hydroxytetrahydrofuran-3-yl (S)-2-amino-3,3-dimethylbutanoate